(2-chloroacetyl)phosphonic acid ClCC(=O)P(O)(O)=O